L-selenomethionine N[C@@H](CC[Se]C)C(=O)O